2-(2-(2-(4-(((5s,8s)-4-hydroxy-3-mesityl-2-oxo-1-oxaspiro[4.5]dec-3-en-8-yl)oxy)-piperidin-1-yl)ethoxy)ethoxy)acetic acid OC1=C(C(OC12CCC(CC2)OC2CCN(CC2)CCOCCOCC(=O)O)=O)C2=C(C=C(C=C2C)C)C